(1R,2R)-N-((S)-3-(2-chloro-4-hydroxyphenyl)-2-(dimethylamino)propyl)-2-methyl-2-phenylcyclopropane-1-carboxamide ClC1=C(C=CC(=C1)O)C[C@@H](CNC(=O)[C@H]1[C@@](C1)(C1=CC=CC=C1)C)N(C)C